(5R,6S,7S)-3a-(4-chloro-3-((2,3-dihydrobenzofuran-5-yl)methyl)phenyl)-5-(hydroxymethyl)-2-isobutyl-5,6,7,7a-tetrahydro-3aH-pyrano[2,3-d]oxazole-6,7-diol ClC1=C(C=C(C=C1)C12N=C(OC1[C@H]([C@@H]([C@H](O2)CO)O)O)CC(C)C)CC=2C=CC1=C(CCO1)C2